FC=1C=C(CC2=C3C(=NN(C3=CC=C2)C2OCCCC2)C(OC)OC)C=C(C1)F (3,5-difluorobenzyl)-3-(dimethoxymethyl)-1-(tetrahydro-2H-pyran-2-yl)-1H-indazole